FC(=C1OC(C(O1)(F)F)(C(F)(F)F)F)F 2-difluoromethylene-4,4,5-trifluoro-5-(trifluoromethyl)-1,3-dioxolane